(S)-1-(2-methoxyphenyl)-3-(1-(naphthalen-1-yl)ethyl)thiourea COC1=C(C=CC=C1)NC(=S)N[C@@H](C)C1=CC=CC2=CC=CC=C12